FC1=C2CNCC2=CC=C1 4-fluoroisoindoline